NCC=1C=C(C=CC1)C=1C=C(C2=C(C(=CO2)COC2=C(C=CC=C2)CC(=O)OCC)C1)CN1C[C@H](CC1)F (S)-ethyl 2-(2-((5-(3-(aminomethyl)phenyl)-7-((3-fluoropyrrolidin-1-yl)methyl)benzofuran-3-yl)methoxy)phenyl)acetate